C(C1CO1)N(CC1CO1)C1CCCCC1 N,N-diglycidylcyclohexylamine